C1(=CC=CC=C1)C1=C(C=NC=2C=CC3=C(C12)C=CC=C3)S(=O)(=O)C3=CC=CC=C3 1-phenyl-2-(phenylsulfonyl)benzo[f]Quinoline